[Na+].[Na+].[Na+].[Na+].C(CN(CC(=O)[O-])CC(=O)[O-])N(CC(=O)[O-])CC(=O)[O-] ethylenediaminetetraacetic acid, tetrasodium salt